C(CCC)CC(C(=O)[O-])(C)C butylpivalate